ethyl 1-[(1R,5S,6S)-3-[(tert-butoxy) carbonyl]-6-cyano-3-azabicyclo[3.1.0]hexan-6-yl]-5-[(4S)-2,2-dimethyloxan-4-yl]-1H-indole-2-carboxylate C(C)(C)(C)OC(=O)N1C[C@@H]2C([C@@H]2C1)(C#N)N1C(=CC2=CC(=CC=C12)[C@@H]1CC(OCC1)(C)C)C(=O)OCC